rac-6-(3-Methoxy-2-methylphenyl)-N-((1R,3S)-3-methoxycyclopentyl)-2-(1-methyl-1H-imidazol-2-yl)-5-phenylpyrrolo[2,1-f][1,2,4]triazin-4-amine COC=1C(=C(C=CC1)C=1C(=C2C(=NC(=NN2C1)C=1N(C=CN1)C)N[C@H]1C[C@H](CC1)OC)C1=CC=CC=C1)C |r|